FC(OC1=CC(=NN1)NC1=NC(=CN=C1)O[C@@H]1[C@@H]([C@@H]2CC[C@H](C1)N2)F)F N-(5-(difluoromethoxy)-1H-pyrazol-3-yl)-6-(((1S,2R,3S,5R)-2-fluoro-8-azabicyclo[3.2.1]octan-3-yl)oxy)pyrazin-2-amine